CN(C(CN1CCN(CC1)C1=CC=C(C=C1)NC(=O)C=1C(NC=CC1NC1=C(C2=C(OCCN2)N=C1)C)=O)=O)C N-(4-(4-(2-(dimethylamino)-2-oxoethyl)piperazin-1-yl)phenyl)-4-((8-methyl-2,3-dihydro-1H-pyrido[2,3-b][1,4]oxazin-7-yl)amino)-2-oxo-1,2-dihydropyridine-3-carboxamide